COC(C1=CC(=NC=C1)C1=CC=C(C=C1)F)=O 2-(4-fluorophenyl)isonicotinic acid methyl ester